5-bromo-1,2,3,4-tetrahydroisoquinoline-3-carboxylic acid BrC1=C2CC(NCC2=CC=C1)C(=O)O